(5-fluoro-2-(2H-1,2,3-triazol-2-yl)phenyl)((1S,4S,6R)-6-(methyl(5-(trifluoromethyl)pyridin-2-yl)amino)-2-azabicyclo[2.2.1]heptan-2-yl)methanone FC=1C=CC(=C(C1)C(=O)N1[C@@H]2[C@@H](C[C@H](C1)C2)N(C2=NC=C(C=C2)C(F)(F)F)C)N2N=CC=N2